OC1=C(C=CC(=C1)OC(F)(F)F)B(O)O [2-hydroxy-4-(trifluoromethoxy)phenyl]boronic acid